CN1CC(OCC1=O)CNC(O[C@@H]1C[C@@H](CC1)C1=CC(=NN1)NC(CC1=CC(=CC(=C1)F)F)=O)=O (1S,3R)-3-(3-{[(3,5-difluorophenyl)acetyl]amino}-1H-pyrazol-5-yl)cyclopentyl {[(2ξ)-4-methyl-5-oxomorpholin-2-yl]methyl}carbamate